C(=C)[Si](OCCOC)(OCCOC)OCCOC vinyltrismethoxyethoxysilane